2-ACETAMIDOBUTYRIC ACID C(C)(=O)NC(C(=O)O)CC